N-((7-(1-(4-Chlorobenzyl)piperidin-3-yl)-2-methylpyrazolo[1,5-a]pyrimidin-3-yl)methyl)-2-(tetrahydro-2H-pyran-4-yl)ethan-1-amine ClC1=CC=C(CN2CC(CCC2)C2=CC=NC=3N2N=C(C3CNCCC3CCOCC3)C)C=C1